BrC=1C=CC(=C(C1)S(=O)(=O)NC=1C(=C(C(=O)NCCNC(OC(C)(C)C)=O)C=C(C1)Cl)O)OC tert-Butyl (2-(3-((5-bromo-2-methoxyphenyl)sulfonamido)-5-chloro-2-hydroxybenzamido)ethyl)carbamate